3-chloro-5-(4-fluoro-5-(1-(2-hydroxy-2-methylpropyl)piperidin-4-yl)-3-isopropyl-1H-indol-2-yl)-1,4-dimethylpyridin-2(1H)-one ClC=1C(N(C=C(C1C)C=1NC2=CC=C(C(=C2C1C(C)C)F)C1CCN(CC1)CC(C)(C)O)C)=O